O1COC2=C1C=CC(=C2)/C=C/C(=O)N2COCC2(C)C (E)-3-(3-(benzo[d][1,3]dioxolan-5-yl)acryloyl)-4,4-dimethyloxazolidine